beta-D-glucopyranosyl-(1→2) beta-D-glucopyranoside O([C@H]1[C@H](O)[C@@H](O)[C@H](O)[C@H](O1)CO)[C@H]1[C@H](O)[C@@H](O)[C@H](O)[C@H](O1)CO